ClC1=CC=C(C(=N1)NC)[N+](=O)[O-] 6-chloro-N-methyl-3-nitropyridin-2-amine